[2-[6-(3-Chloro-1,2,4-triazol-1-yl)-3-ethylsulfonyl-2-pyridinyl]-1-methyl-benzimidazol-5-yl]-ethylimino-oxo-(trifluoromethyl)-lambda6-sulfane ClC1=NN(C=N1)C1=CC=C(C(=N1)C1=NC2=C(N1C)C=CC(=C2)S(C(F)(F)F)(=O)=NCC)S(=O)(=O)CC